ethyl-6-azaspiro[3.4]octane C(C)C1CCC12CNCC2